methyl 2-((2-(1-(2,6-bis(benzyloxy)pyridin-3-yl)-3-methyl-2-oxo-2,3-dihydro-1H-benzo[d]imidazol-5-yl)-2-azaspiro[3.3]heptan-6-yl)oxy)acetate C(C1=CC=CC=C1)OC1=NC(=CC=C1N1C(N(C2=C1C=CC(=C2)N2CC1(C2)CC(C1)OCC(=O)OC)C)=O)OCC1=CC=CC=C1